3-(5-(4-((2-azaspiro[3.3]heptan-2-yl)methyl)-5-methylpyridin-2-yl)-1-oxoisoindolin-2-yl)piperidine-2,6-dione C1N(CC12CCC2)CC2=CC(=NC=C2C)C=2C=C1CN(C(C1=CC2)=O)C2C(NC(CC2)=O)=O